FC=1C(=NC=CC1C1=CC(=CC=2C=C(OC21)F)CO)CNS(=O)C(C)(C)C N-((3-fluoro-4-(2-fluoro-5-(hydroxymethyl)benzofuran-7-yl)pyridin-2-yl)methyl)-2-methylpropan-2-sulfinamide